6-fluoro-7-(3-(6-((1-methyl-1H-indazol-6-yl)methyl)-2-azaspiro[3.3]heptan-2-yl)propyl)-[1,2,4]triazolo[4,3-a]pyridine FC=1C(=CC=2N(C1)C=NN2)CCCN2CC1(C2)CC(C1)CC1=CC=C2C=NN(C2=C1)C